tert-butyl 4-[4-(4-amino-2-fluoro-phenyl) piperazin-1-yl]-3,3-difluoro-piperidine-1-carboxylate NC1=CC(=C(C=C1)N1CCN(CC1)C1C(CN(CC1)C(=O)OC(C)(C)C)(F)F)F